FC1([C@@H](O[C@@H]([C@H]1O)CO)N1C(=O)N=C(N)N=C1)F 2',2'-difluoro-5-azadeoxycytidine